FC1(CCC2=C1N=C(N=C2C2=CC=C1CC[C@@H](C1=C2)NS(=O)(=O)C)N2[C@H](CC2)C)F N-((S)-6-(7,7-difluoro-2-((S)-2-methylazetidin-1-yl)-6,7-dihydro-5H-cyclopenta[d]pyrimidin-4-yl)-2,3-dihydro-1H-inden-1-yl)methanesulfonamide